2-(6-(4-cyclopropyl-4H-1,2,4-triazol-3-yl)pyridin-2-yl)-1-methyl-1,2-dihydro-3H-indazol-3-one C1(CC1)N1C(=NN=C1)C1=CC=CC(=N1)N1N(C2=CC=CC=C2C1=O)C